1-[5-methyl-1-[3-(trifluoromethyl)cyclohexyl]pyrazol-3-yl]piperazine CC1=CC(=NN1C1CC(CCC1)C(F)(F)F)N1CCNCC1